NC([C@H]([C@@H](C)O)NC(=O)C1N(C2(CNC2=O)CC1)CC1=CC=CC=C1)=O N-((2S,3R)-1-amino-3-hydroxy-1-oxobutan-2-yl)-5-benzyl-1-oxo-2,5-diazaspiro[3.4]octane-6-carboxamide